3-hydroxy-1-oxo-1,3-dihydro-isobenzofuran-5-carboxylic acid methyl ester COC(=O)C=1C=C2C(OC(C2=CC1)=O)O